ClC=1C=C(C=2N(N1)C(=CN2)F)[C@@H]2[C@H](C2)C2=CC1=C(N=CS1)C=C2 6-((1S,2S)-2-(6-chloro-3-fluoroimidazo[1,2-b]pyridazin-8-yl)cyclopropyl)benzo[d]thiazole